4-([1,1'-biphenyl]-4-yl)-6-(4-bromonaphthalen-1-yl)-2-phenylpyrimidine C1(=CC=C(C=C1)C1=NC(=NC(=C1)C1=CC=C(C2=CC=CC=C12)Br)C1=CC=CC=C1)C1=CC=CC=C1